CC1=CC=C(C=C1)S(=O)(=O)O.C1(CCCCC1)N=C=NCCN1CCOCC1 N-cyclohexyl-N'-(2'-morpholinoethyl)carbodiimide p-toluenesulfonate